N-methyl-n-pentylthiourea CN(C(=S)N)CCCCC